OC1(CN(C1)C=1C=CC2=C(SC(=C2)C(=O)OCC)C1)C ethyl 6-(3-hydroxy-3-methylazetidin-1-yl)benzo[b]thiophene-2-carboxylate